CC=1CCN(N1)C1=C(C=CC=C1)Cl 5-methyl-2-(2-chlorophenyl)-2,4-dihydro-pyrazol